N1=CN=C2NC=NC2=C1C=1C(=NC=CC1)NC=1C=C(C=CC1C)NC(C1=NC=C(C(=C1)C(F)(F)F)OCCN(C)C)=O N-(3-(3-(9H-purin-6-yl)pyridin-2-ylamino)-4-methylphenyl)-5-(2-(dimethylamino)ethoxy)-4-(trifluoromethyl)picolinamide